3,3'-dibromo-4,4',6,6'-tetra(trifluoromethyl)biphenyl-2,2'-diamine BrC1=C(C(=C(C=C1C(F)(F)F)C(F)(F)F)C=1C(=C(C(=CC1C(F)(F)F)C(F)(F)F)Br)N)N